bis(4-(2-mercaptopropoxy)phenyl)methane Methyl-2-((3S*,6S*)-3-((tert-butoxycarbonyl)amino)-2-oxo-6-phenylpiperidin-1-yl)acetate COC(CN1C([C@H](CC[C@H]1C1=CC=CC=C1)NC(=O)OC(C)(C)C)=O)=O.SC(COC1=CC=C(C=C1)CC1=CC=C(C=C1)OCC(C)S)C |o1:6,9|